CN(C(\C=C\CNCCOC1=NC=C(C=C1)\C(=C(\CC(F)(F)F)/C1=CC=CC=C1)\C=1C=C2C(=NNC2=CC1)F)=O)C (E)-N,N-dimethyl-4-((2-((5-((Z)-4,4,4-trifluoro-1-(3-fluoro-1H-indazol-5-yl)-2-phenylbut-1-en-1-yl)pyridin-2-yl)oxy)ethyl)amino)but-2-enamide